The molecule is a steroid acid that is 3beta-hydroxy-4alpha-methyl-5alpha-cholesta-8,24-diene in which the hydrogen at the 4beta position has been replaced by a carboxy group. It is a steroid acid and a 3beta-hydroxy steroid. It is a conjugate acid of a 3beta-hydroxy-4alpha-methyl-5alpha-cholesta-8,24-diene-4beta-carboxylate. C[C@H](CCC=C(C)C)[C@H]1CC[C@@H]2[C@@]1(CCC3=C2CC[C@@H]4[C@@]3(CC[C@@H]([C@]4(C)C(=O)O)O)C)C